acetic anhydrid C(C)(=O)OC(C)=O